2-(hexyloxy)-1-(pentyloxy)ethyl 7-bromoheptanoate BrCCCCCCC(=O)OC(COCCCCCC)OCCCCC